N-(1,6-dimethyl-2-oxo-1,2-dihydropyridin-4-yl)-2-(methylamino)acetamide hydrochloride Cl.CN1C(C=C(C=C1C)NC(CNC)=O)=O